O[C@@H]1[C@@H](CCCC1)N(CCCCCCCC(=O)N(CCCCCCCCCC)CCCCCCCCCC)CCCCCCCC(=O)N(CCCCCCCCCC)CCCCCCCCCC 8,8'-(((1R,2S)-2-hydroxycyclohex-yl)azanediyl)bis-(N,N-didecyloctan-amide)